C(C)(C)(C)C1=NN=C(O1)C=1C(=CC2=C(N(C([C@H](CS2(=O)=O)NC([C@H](CC)NC)=O)=O)CC2=CC=C(C=C2)Cl)C1)F (2S)-N-[(3R)-7-(5-tert-butyl-1,3,4-oxadiazol-2-yl)-5-[(4-chlorophenyl)methyl]-8-fluoro-1,1,4-trioxo-2,3-dihydro-1λ6,5-benzothiazepin-3-yl]-2-(methylamino)butanamide